2,5-Dimethylnicotinamide CC1=C(C(=O)N)C=C(C=N1)C